neodymium (2-ethylhexyl) (p-nonylphenyl) phosphonate P(OCC(CCCC)CC)(OC1=CC=C(C=C1)CCCCCCCCC)=O.[Nd]